4-pyridinic acid N1=CC=C(C=C1)C(=O)O